2-[3-(1-deuterio-1-methyl-ethyl)-5-(4-fluorophenyl)imidazol-4-yl]-N-[2-fluoro-4-[4-(trideuteriomethyl)piperazin-1-yl]phenyl]-1H-imidazole-4-carboxamide [2H]C(C)(C)N1C=NC(=C1C=1NC=C(N1)C(=O)NC1=C(C=C(C=C1)N1CCN(CC1)C([2H])([2H])[2H])F)C1=CC=C(C=C1)F